[O-]C1=CC=CC=C1.[Li+] lithium phenoxide salt